5-(difluoromethoxy)4-chloromethyl-1-methyl-3-(trifluoromethyl)-1H-pyrazole FC(OC1=C(C(=NN1C)C(F)(F)F)CCl)F